3-(2-acetamido-1H-benzo[d]imidazol-6-yl)-N-benzylbenzamide C(C)(=O)NC1=NC2=C(N1)C=C(C=C2)C=2C=C(C(=O)NCC1=CC=CC=C1)C=CC2